2,4-diphenyl-2,3-dihydrooxazole C1(=CC=CC=C1)C1OC=C(N1)C1=CC=CC=C1